C1(NC(C=2C=CC=3C(NC(C=4C3C2C1=CC4)=O)=O)=O)=O benzo(lmn)(3,8)phenanthroline-1,3,6,8-tetraone